C(C)OP(OCC)(=O)COC (methoxymethyl)phosphonic acid diethylester